CN(C1=CC=C(C(=O)NC2=CC3=C(SC(=C3)C(=O)OC)C=C2)C=C1)C methyl 5-(4-(dimethylamino)benzamido)benzo[b]thiophene-2-carboxylate